BrC1=NN(C(=C1C)NC(=O)N[C@@H]1CN(C[C@H]1C1=CC(=C(C=C1)F)F)CCOC)C1=CC=CC=C1 1-(3-bromo-4-methyl-1-phenyl-1H-pyrazol-5-yl)-3-((3s,4r)-4-(3,4-difluorophenyl)-1-(2-methoxyethyl)pyrrolidin-3-yl)urea